methyl N-[4,5-difluoro-2-[[(1S)-3-(methylamino)-2,3-dioxo-1-[[(3S)-2-oxopyrrolidin-3-yl]methyl]propyl]carbamoyl]phenyl]carbamate FC1=CC(=C(C=C1F)NC(OC)=O)C(N[C@H](C(C(=O)NC)=O)C[C@H]1C(NCC1)=O)=O